2-(2-(2-methoxyethoxy)ethoxy)naphthalene COCCOCCOC1=CC2=CC=CC=C2C=C1